1-[(1-hydroxy-5-isoquinolinyl)sulfonyl]-4-methylindoline-6-carbonitrile OC1=NC=CC2=C(C=CC=C12)S(=O)(=O)N1CCC2=C(C=C(C=C12)C#N)C